3-((6-(dimethylamino)pyrimidin-4-yl)oxy)pyrrolidin CN(C1=CC(=NC=N1)OC1CNCC1)C